NC1CCN(CC1)C1=C(N=NC=C1C1=CC(=CC(=C1)C)F)C=1NC2=CC=C(C=C2C1)C#N 2-[4-(4-aminopiperidin-1-yl)-5-(3-fluoro-5-methylphenyl)pyridazin-3-yl]-1H-indole-5-carbonitrile